[NH4+].C(CC)NC(\C=C/C(=O)[O-])=O maleic acid mono-n-propylamide ammonium salt